cis-9-Palmitoleic acid CCCCCC/C=C\CCCCCCCC(=O)O